CC1(C(N(C2=CC=C(C=C12)C(=O)N[C@]1(CS(CC1)(=O)=O)C)C=1C=NC=C(C1)OC(C(F)F)(F)F)=O)C 3,3-dimethyl-N-[(3R)-3-methyl-1,1-dioxo-thiolan-3-yl]-2-oxo-1-[5-(1,1,2,2-tetrafluoroethoxy)-3-pyridyl]indoline-5-carboxamide